(3R)-3-(4-chlorophenyl)-2-[(5-chloropyrimidin-2-yl)methyl]-4-fluoro-6-[(1S)-1-(4-fluoro-1-methylpiperidin-4-yl)-1-hydroxypropyl]-3-methoxy-2,3-dihydro-1H-isoindol-1-one ClC1=CC=C(C=C1)[C@@]1(N(C(C2=CC(=CC(=C12)F)[C@](CC)(O)C1(CCN(CC1)C)F)=O)CC1=NC=C(C=N1)Cl)OC